C(C)(C)C=1C2=C(C(N(N1)C1(CC1)C(=O)O)=O)SC(=C2)NC 1-[4-isopropyl-2-(methyl-amino)-7-oxo-thieno[2,3-d]pyridazin-6-yl]cyclopropanecarboxylic acid